CC1(C2=CC(=CC=C2C=2C=CC(=CC12)/C=C/C1=CC=C(C=C1)N1C2=CC=CC=C2C=2C=CC=CC12)/C=C/C1=CC=C(C=C1)N1C2=CC=CC=C2C=2C=CC=CC12)C 9,9'-(((1E,1'E)-(9,9-dimethyl-9H-fluorene-2,7-diyl)bis(ethene-2,1-diyl))bis(4,1-phenylene))bis(9H-carbazole)